C(CCCCCCCCCCC)C(C(=O)O)(C)C lauryl-dimethyl-acetic acid